FC(C1=NN=C(O1)C=1C=NC(=NC1)NC=1C=C(C2=C(NC=N2)C1)C1=CC=NN1)F N-(5-(5-(difluoromethyl)-1,3,4-oxadiazol-2-yl)pyrimidin-2-yl)-4-(1H-pyrazol-5-yl)-1H-benzo[d]imidazol-6-amine